N-((3-((3-amino-5-(4-(aminomethyl)-4-methylpiperidin-1-yl)pyrazin-2-yl)thio)-2-chlorophenyl)carbamoyl)-2-fluoro-benzenesulfonamide NC=1C(=NC=C(N1)N1CCC(CC1)(C)CN)SC=1C(=C(C=CC1)NC(=O)NS(=O)(=O)C1=C(C=CC=C1)F)Cl